3-{[2-(4-chlorophenyl)imidazo[1,2-a]pyrimidin-3-yl]methyl-3,8-diazabicyclo[3.2.1]oct-8-yl}[2-(trifluoromethyl)-1,3-thiazol-4-yl]methanone ClC1=CC=C(C=C1)C=1N=C2N(C=CC=N2)C1CC12CNCC(CC1)N2N2C(SC=C2C=O)C(F)(F)F